ClC1=C(C=CC(=C1)C(F)(F)F)C=1N(C(=CC1C(=O)OC)C1=C2C(=NC=C1)N(C=C2)S(=O)(=O)C2=CC=CC=C2)COCC[Si](C)(C)C methyl 2-[2-chloro-4-(trifluoromethyl) phenyl]-5-[1-(benzenesulfonyl)-1H-pyrrolo[2,3-b]pyridin-4-yl]-1-{[2-(trimethylsilyl) ethoxy] methyl}-1H-pyrrole-3-carboxylate